6-Methyl-5-(8-methyl-[1,2,4]triazolo[1,5-a]pyridin-6-yl)-1-(piperidin-4-yl)-1,3-dihydro-2H-benzo[d]imidazol-2-on CC=1C(=CC2=C(N(C(N2)=O)C2CCNCC2)C1)C=1C=C(C=2N(C1)N=CN2)C